O=C1NC(CCC1C1=NN(C2=CC(=CC=C12)N1CCN(CC1)C[C@@H]1[C@H](CN(CC1)C(=O)OC(C)(C)C)F)C)=O tert-butyl (3R,4R)-4-((4-(3-(2,6-dioxopiperidin-3-yl)-1-methyl-1H-indazol-6-yl)piperazin-1-yl)methyl)-3-fluoropiperidine-1-carboxylate